CS1(=NC2=C(C1)C=CC=C2)=O 2-methyl-3H-2λ6-benzo[c][1,2]thiazol-2-one